5-((S)-2-((S)-2-(benzo[b]thiophene-2-carboxamido)-4-methylpentanamido)-3-oxopropyl)-1H-imidazol-1-ium S1C2=C(C=C1C(=O)N[C@H](C(=O)N[C@@H](CC1=CN=C[NH2+]1)C=O)CC(C)C)C=CC=C2